COC1=CC=2N(N=C1C1(CC1)C(F)(F)F)C(=CN2)C2=CC=CC(=N2)N[C@H]2CNCC2 (R)-6-(7-methoxy-6-(1-(trifluoromethyl)cyclopropyl)imidazo[1,2-b]pyridazin-3-yl)-N-(pyrrolidin-3-yl)pyridin-2-amine